tert-hexylperoxy neodecanate C(CCCCCC(C)(C)C)(=O)OOOC(C)(C)CCC